ClC=1C(=NC(=NC1)NC1=NN(N=C1)C)C1=CC=C2CN(C(C2=C1)=O)[C@@H](C(=O)N[C@H](CO)C1=CC(=CC(=C1)C)F)C (2R)-2-(6-{5-chloro-2-[(2-methyl-2H-1,2,3-triazol-4-yl)amino]pyrimidin-4-yl}-1-oxo-2,3-dihydro-1H-isoindol-2-yl)-N-[(1S)-1-(3-fluoro-5-methylphenyl)-2-hydroxyethyl]propanamide